5-tert-butyl-N-[[4-[2-[4-[[4-[4-[(2,6-dioxo-3-piperidyl)amino]phenyl]-1-piperidyl]methyl]phenyl]-1H-pyrrolo[2,3-b]pyridin-4-yl]-2-methyl-phenyl]methyl]-1,2,4-oxadiazole-3-carboxamide C(C)(C)(C)C1=NC(=NO1)C(=O)NCC1=C(C=C(C=C1)C1=C2C(=NC=C1)NC(=C2)C2=CC=C(C=C2)CN2CCC(CC2)C2=CC=C(C=C2)NC2C(NC(CC2)=O)=O)C